O=C1NC(CCCC1NC(=O)C=1C(=C(OCC(=O)OC(C)(C)C)C=CC1)OC)=O tert-Butyl 2-(3-((2,7-dioxoazepan-3-yl)carbamoyl)-2-methoxyphenoxy)acetate